2,2-diethyl-6-amino-2H-benzo[e][1,3]oxazin-4(3H)-one C(C)C1(OC2=C(C(N1)=O)C=C(C=C2)N)CC